ethyl 3-((4-bromo-2-methylphenyl) amino)-3-oxopropionate BrC1=CC(=C(C=C1)NC(CC(=O)OCC)=O)C